(S)-1-(4-(5-(5-(1-hydroxyethyl)-1-methyl-1H-pyrrolo[2,3-b]pyridin-3-yl)-4-methylpyridin-3-yl)phenyl)pyrrolidin-2-one O[C@@H](C)C=1C=C2C(=NC1)N(C=C2C=2C(=C(C=NC2)C2=CC=C(C=C2)N2C(CCC2)=O)C)C